[Na].NC1=NC=CC2=C1C(=NN2[C@H]2C[C@@H](N(C2)C(C=C)=O)COC)C#CC2=CC1=C(N(C=N1)C)C=C2Cl 1-[(2R,4S)-4-[4-amino-3-[2-(6-chloro-1-methyl-1,3-benzodiazol-5-yl)ethynyl]Pyrazolo[4,3-c]Pyridin-1-yl]-2-(methoxymethyl)pyrrolidin-1-yl]Prop-2-en-1-one Sodium